bis(1,3-diisobutoxypropan-2-yl)-phosphoric acid C(C(C)C)OCC(COCC(C)C)OP(OC(COCC(C)C)COCC(C)C)(O)=O